FC(OC1=CC=C(CC2CC3(CN(C3)C(=O)C3CC(C3)(C)O)C2)C=C1)F (6-(4-(Difluoromethoxy)benzyl)-2-azaspiro[3.3]heptan-2-yl)((1s,3s)-3-hydroxy-3-methylcyclobutyl)methanon